COCCOCCOCCOCCC 2,5,8,11-tetraoxatetradecane